2-butyl-5-{[4-(4-chloro-2-oxo-1,2-dihydropyridin-1-yl)phenyl]methyl}-3-(2,6-dimethoxyphenyl)-6-hydroxy-3,4-dihydropyrimidin-4-one C(CCC)C1=NC(=C(C(N1C1=C(C=CC=C1OC)OC)=O)CC1=CC=C(C=C1)N1C(C=C(C=C1)Cl)=O)O